n-hexyl α-pivaloyloxyisobutyrate C(C(C)(C)C)(=O)OC(C(=O)OCCCCCC)(C)C